NCC1=CC=C(C=C1)CNC1=C(C(=NN1C(=O)C1=COC=C1C)C1NCCN(C1C(F)(F)F)S(=O)(=O)N1CCCC1)C N-{[4-(aminomethyl)phenyl]methyl}-4-methyl-1-(4-methylfuran-3-carbonyl)-3-[4-(pyrrolidine-1-sulfonyl)-3-(trifluoromethyl)piperazin-2-yl]-1H-pyrazol-5-amine